N=1C=NN2C1C=CC(=C2)C2=C(N=C(S2)NC(=O)[C@@H]2NCCCC2)C2=NC(=CC=C2)C (R)-N-(5-([1,2,4]triazolo[1,5-a]pyridin-6-yl)-4-(6-methylpyridin-2-yl)-thiazol-2-yl)piperidine-2-carboxamide